CC1=CC=C(C=C1)CC=O 4-Methyl-phenylacetaldehyd